1-(3-chloro-2-pyridinyl)-N-[4-cyano-2-methyl-6-[(methylamino)carbonyl]phenyl]-3-[[5-(trifluoromethyl)-1H-tetrazol-1-yl]methyl]-1H-pyrazole-5-carboxamide ClC=1C(=NC=CC1)N1N=C(C=C1C(=O)NC1=C(C=C(C=C1C(=O)NC)C#N)C)CN1N=NN=C1C(F)(F)F